FC1=CC=C(C=C1)C[C@@H](CC(=O)NC)NC(OC(C)(C)C)=O tert-butyl (S)-(1-(4-fluorophenyl)-4-(methylamino)-4-oxobutan-2-yl)carbamate